N-(4-acetamidophenyl)-2-(4-fluorophenyl)-2-hydroxyacetamide C(C)(=O)NC1=CC=C(C=C1)NC(C(O)C1=CC=C(C=C1)F)=O